C(C)C1=CC2=C(C(=NN(C2=O)CC(=O)NC2=NC=C(C=N2)F)CC)O1 2-(2,7-Diethyl-4-oxofuro[2,3-d]pyridazin-5(4H)-yl)-N-(5-fluoropyrimidin-2-yl)acetamide